8-[(1R)-1-[[2-(2-Fluorophenyl)-3-pyridyl]amino]ethyl]-3,6-dimethyl-2-phenyl-chromen-4-one FC1=C(C=CC=C1)C1=NC=CC=C1N[C@H](C)C=1C=C(C=C2C(C(=C(OC12)C1=CC=CC=C1)C)=O)C